NC(COCC=1C=C(C(=NC1)OC)[N+](=O)[O-])C 5-((2-aminopropoxy)methyl)-2-methoxy-3-nitropyridine